NCCNCCC[Si](OC)(OC)OC (N-2-aminoethyl-3-aminopropyl)trimethoxysilane